BrC=1C=C(C(=NC1)C(CN(C)CCO)O)Cl 1-(5-bromo-3-chloropyridin-2-yl)-2-((2-hydroxyethyl)(methyl)amino)ethan-1-ol